2,3-dihydro-1H-indene-2-amine hydrochloride Cl.C1C(CC2=CC=CC=C12)N